FC1=CC=C(CN2C=3N(C4=C(C2=O)CN(CC4)CC4=CC(=CC(=C4)F)F)CCN3)C=C1 R-4-(4-Fluorobenzyl)-7-(3,5-difluorobenzyl)-2,4,6,7,8,9-hexahydroimidazo[1,2-a]pyrido[3,4-e]pyrimidin-5(1H)-one